FC(C=1N(C(C2=C(N1)C(=NC(=C2)[C@H]2C[C@H](OCC2)C2=CC(=NC=C2)OC)C21CC(C2)(C1)C(F)(F)F)=O)C)F 2-(difluoromethyl)-6-[(2S,4R)-2-(2-methoxypyridin-4-yl)oxan-4-yl]-3-methyl-8-[3-(trifluoromethyl)-1-bicyclo[1.1.1]pentanyl]pyrido[3,4-d]pyrimidin-4-one